1H-Pyrazol-3-carbaldehyde N1N=C(C=C1)C=O